C(N)(=O)C1=NN(C=C1C=1C2=C(N=CN1)N(C=C2)OCC[Si](C)(C)C)C2(CN(C2)C(=O)OC(C)(C)C)CC#N tert-butyl 3-(3-carbamoyl-4-(7-(2-(trimethylsilyl)ethoxy)-7H-pyrrolo[2,3-d]pyrimidin-4-yl)-1H-pyrazol-1-yl)-3-(cyanomethyl)azetidin-1-carboxylate